(S)-3-([1,1'-biphenyl]-2-yl)-2-(methylamino)propanoic acid C1(=C(C=CC=C1)C[C@@H](C(=O)O)NC)C1=CC=CC=C1